SC(C(=O)O)C.SC(C(=O)O)C.SC(C(=O)O)C.C(CO)O ethylene glycol tris(2-mercaptopropionate)